Methyl (1S,2R)-2-methoxy-4-oxocyclohexanecarboxylate CO[C@H]1[C@H](CCC(C1)=O)C(=O)OC